5,5'-diallyl-2'-hydroxy-[1,1'-biphenyl]-2-yl (E)-3-(4-(trifluoromethyl)phenyl)acrylate FC(C1=CC=C(C=C1)/C=C/C(=O)OC1=C(C=C(C=C1)CC=C)C1=C(C=CC(=C1)CC=C)O)(F)F